4-(4,4,5,5-tetramethyl-1,3,2-dioxaborolan-2-yl)-1-(1,1,1-trifluoropropan-2-yl)-1H-pyrazole CC1(OB(OC1(C)C)C=1C=NN(C1)C(C(F)(F)F)C)C